C(#N)C1=C(C=C(C=C1)C)[C@H]1C[C@H](C1)NC(=O)C=1N=NN(C1)[C@H](C)C=1C=NC(=CC1C)N1C([C@@H]2C[C@@H]2C1)=O |o1:21| N-((cis)-3-(2-cyano-5-methylphenyl)cyclobutyl)-1-((R or S)-1-(4-methyl-6-((1R,5S)-2-oxo-3-azabicyclo[3.1.0]hexan-3-yl)pyridin-3-yl)ethyl)-1H-1,2,3-triazole-4-carboxamide